α-methylbenzyl-amine CC(C1=CC=CC=C1)N